ClC1=CC=C(C=C1)C1=C(N=C(N1)C1CCNCC1)C 4-(5-(4-chlorophenyl)-4-methyl-1H-imidazol-2-yl)piperidine